L-3-trifluoromethylaniline FC(C=1C=C(N)C=CC1)(F)F